C12(C(=CC3=CC=CC=C13)C#CC1=C3C=CNC3=CC=C1)CCC1(CC2)OCCO1 4-[(dispiro[[1,3]dioxolane-2,1'-cyclohexane-4',1''-inden]-2''-yl)ethynyl]-1H-indole